aminoethyl-benzyl-1-methylimidazoline NCCC1N=C(N(C1)C)CC1=CC=CC=C1